2,2'-azobis(2-methylpropylamine) dihydrochloride Cl.Cl.N(=NC(CN)(C)C)C(CN)(C)C